Methyl (S)-5-nitro-6-((oxetan-2-ylmethyl)amino)picolinate [N+](=O)([O-])C=1C=CC(=NC1NC[C@H]1OCC1)C(=O)OC